tert-butyl 3-(2-chloropyrimidin-4-yl)-1H-pyrrolo[2,3-b]pyridine-1-carboxylate ClC1=NC=CC(=N1)C1=CN(C2=NC=CC=C21)C(=O)OC(C)(C)C